Succinimidylmaleat C1(CCC(N1/C(/C(=O)[O-])=C/C(=O)[O-])=O)=O